N-((S)-(2,3-dichloro-6-fluorophenyl)(1-methylcyclopentyl)methyl)-2,4-dioxo-1,3-diazaspiro[4.4]nonane-7-carboxamide ClC1=C(C(=CC=C1Cl)F)[C@@H](NC(=O)C1CC2(C(NC(N2)=O)=O)CC1)C1(CCCC1)C